3-cyclopropoxy-1-(2-methoxyethyl)-1H-pyrazol-4-ylamine C1(CC1)OC1=NN(C=C1N)CCOC